4-bromo-4'-hydroxybiphenyl BrC1=CC=C(C=C1)C1=CC=C(C=C1)O